ClC=1C=C(C(=O)N(C)C2C[C@H]3CC[C@@H](C2)N3C(=O)[C@H]3N(CCC3)C(=O)OC(C)(C)C)C=CC1C1C(C1)C=1C3=C(N=C(N1)C)SC=C3 Tert-butyl (2S)-2-((1R,3R,5S)-3-(3-chloro-N-methyl-4-(2-(2-methylthieno[2,3-d]pyrimidin-4-yl)cyclopropyl)benzamido)-8-azabicyclo[3.2.1]octane-8-carbonyl)pyrrolidine-1-carboxylate